N-(4-((10H-benzo[b]pyrido[2,3-e][1,4]oxazin-4-yl)oxy)phenyl)-5-(4-fluorophenyl)-4-oxo-1,4-dihydropyridine-3-carboxamide N1=CC=C(C2=C1NC1=C(O2)C=CC=C1)OC1=CC=C(C=C1)NC(=O)C1=CNC=C(C1=O)C1=CC=C(C=C1)F